3-ethyl-2-(1-(4-ethyl-1,4-diazepan-1-yl)butyl)pyrido[3,2-d]pyrimidin-4(3H)-one C(C)N1C(=NC2=C(C1=O)N=CC=C2)C(CCC)N2CCN(CCC2)CC